6-Methoxy-1-methyl-4-[4-(5-methyl-1,3-benzooxazol-2-yl)piperidin-1-yl]-2-oxo-7-[(oxolan-3-yl)oxy]-1,2-dihydro-quinoline-3-carbonitrile COC=1C=C2C(=C(C(N(C2=CC1OC1COCC1)C)=O)C#N)N1CCC(CC1)C=1OC2=C(N1)C=C(C=C2)C